1-(4-(bromomethyl)phenyl)dihydropyrimidine-2,4(1H,3H)-dione BrCC1=CC=C(C=C1)N1C(NC(CC1)=O)=O